ClC1=NC(=CC(=C1)C=1C(=NN2C1N=C(C=C2)NCCO)C=2C=C(C#N)C=CC2)C 3-[3-(2-chloro-6-methyl-4-pyridinyl)-5-(2-hydroxyethylamino)pyrazolo[1,5-a]pyrimidin-2-yl]benzonitrile